FC(C(=O)O)(F)F.FC1(CN(CC12CC2)C=2C=1N(N=C(C2)C=2C(NC(NC2)=O)=O)C=CN1)F 5-(8-(7,7-difluoro-5-azaspiro[2.4]heptan-5-yl)imidazo[1,2-b]pyridazin-6-yl)pyrimidine-2,4(1H,3H)-dione trifluoroacetic acid salt